C1(CC1)N1N=C(C(=C1)C=1C2=C(N=CN1)C=C(C(=N2)NC(=O)[C@]21CN(C[C@@H]1C2)C)OC)C2=CC=CC=C2 (1R,5R)-N-(4-(1-cyclopropyl-3-phenyl-1H-pyrazol-4-yl)-7-methoxypyrido[3,2-d]pyrimidin-6-yl)-3-methyl-3-azabicyclo[3.1.0]hexane-1-carboxamide